CC=1C=C(N=NC1C)NC1=NN2C(C=C(C=C2)C=2N(N=CC2OC[C@@H]2N(CC2)C)C)=C1 N-(5,6-Dimethylpyridazin-3-yl)-5-[2-methyl-4-[[(2R)-1-methylazetidin-2-yl]methoxy]pyrazol-3-yl]pyrazolo[1,5-a]pyridin-2-amine